ClC1=CC(=C(C=N1)C#CCN1CCOCC1)F 4-(3-(6-chloro-4-fluoropyridin-3-yl)prop-2-yn-1-yl)morpholine